tert-butyl 4-[6-[(10-oxospiro[1,3,5,11-tetrazatricyclo[7.4.0.02,7]trideca-2(7),3,5,8-tetraene-13,1'-cyclohexane]-4-yl)amino]-3-pyridyl]piperidine-1-carboxylate O=C1C2=CC=3C=NC(=NC3N2C2(CCCCC2)CN1)NC1=CC=C(C=N1)C1CCN(CC1)C(=O)OC(C)(C)C